1,5-dibromo-2,3,4-trifluorobenzene BrC1=C(C(=C(C(=C1)Br)F)F)F